3-(2-aminoethoxy)-N-(3-(1-(3,5-dichlorophenyl)-3-(3,3-dimethylmorpholine-4-carbonyl)-7-methoxy-1,4-dihydrochromeno[4,3-c]pyrazol-8-yl)phenyl)propanamide NCCOCCC(=O)NC1=CC(=CC=C1)C1=CC2=C(C=C1OC)OCC1=C2N(N=C1C(=O)N1C(COCC1)(C)C)C1=CC(=CC(=C1)Cl)Cl